2-methylpropanoic acid, sodium salt [Na+].CC(C(=O)[O-])C